3-methoxy-2-nitrobenzaldehyde COC=1C(=C(C=O)C=CC1)[N+](=O)[O-]